(2R,3R,4S,5S)-2-(4-Amino-5-isobutyl-7H-pyrrolo[2,3-d]pyrimidin-7-yl)-5-((((3-methyl-5-phenylisoxazol-4-yl)methyl)thio)methyl)tetrahydrofuran-3,4-diol NC=1C2=C(N=CN1)N(C=C2CC(C)C)[C@@H]2O[C@@H]([C@H]([C@H]2O)O)CSCC=2C(=NOC2C2=CC=CC=C2)C